Methyl (S)-4-amino-3-((oxadiazine-2-ylmethyl)amino)benzoate NC1=C(C=C(C(=O)OC)C=C1)NCN1OC=CC=N1